P(=O)(O)(O)O.C(C)(=S)O.[N+](=O)([O-])C=1C(=C(C=CC1)O)[N+](=O)[O-] Dinitrophenol Thioacetate Phosphate